FC1(CCN(CC1)S(=O)(=O)C1=C(C=C(C=C1)[N+](=O)[O-])C1=CC(=CC=C1)OC)C(=O)OCC Ethyl 4-fluoro-1-[2-(3-methoxyphenyl)-4-nitro-phenyl]sulfonyl-piperidine-4-carboxylate